FC1=CC=CC2=C1N=C(O2)C2=CC(=C(C=C2)C(C)C)OC 4-Fluoro-2-(4-isopropyl-3-methoxyphenyl)benzoxazole